mandelic acid 3-methoxyphenylpropanoate COC=1C=C(C=CC1)OC(CC)=O.C(C(O)C1=CC=CC=C1)(=O)O